(S)-3-(5-(4-(5-((R)-3-((5-(2-chloro-4-phenoxybenzoyl)-7H-pyrrolo[2,3-d]pyrimidin-4-yl)amino)piperidin-1-yl)-5-oxopentyl)piperazin-1-yl)-1-oxoisoindolin-2-yl)piperidine-2,6-dione ClC1=C(C(=O)C2=CNC=3N=CN=C(C32)N[C@H]3CN(CCC3)C(CCCCN3CCN(CC3)C=3C=C2CN(C(C2=CC3)=O)[C@@H]3C(NC(CC3)=O)=O)=O)C=CC(=C1)OC1=CC=CC=C1